[5-[[1-[2-(aminomethyl)-3,3-difluoro-allyl]-5-oxo-1,2,4-triazol-4-yl]methyl]-2-thienyl]-3,4-dihydro-1H-quinolin-2-one trifluoroacetate FC(C(=O)O)(F)F.NCC(CN1N=CN(C1=O)CC1=CC=C(S1)N1C(CCC2=CC=CC=C12)=O)=C(F)F